((((2S,5R)-5-(5-Ethyl-2,4-dioxo-3,4-dihydropyrimidin-1(2H)-yl)-2,5-dihydrofuran-2-yl)methoxy)phosphoryl)bis(oxy)bis-(methylene) diisopropyl dicarbonate C(OCOP(=O)(OC[C@H]1O[C@H](C=C1)N1C(NC(C(=C1)CC)=O)=O)OCOC(OC(C)C)=O)(OC(C)C)=O